C(C)(C)(C)OC(=O)N1CCC(CC1)/C=C/C1=C(CSCC1)C(=O)O (E)-4-(2-(1-(tert-butoxycarbonyl)piperidin-4-yl)vinyl)-5,6-dihydro-2H-thiopyran-3-carboxylic acid